lead methylamine tri-iodide [I-].[I-].[I-].CN.[Pb+3]